P(=O)(OOCCCC)(OOCCCCCCCCCCCCCCCC)[O-] n-butoxy cetyloxy phosphate